FC1=C(C(=CC(=C1)C(=O)C1=CN=C2N1C=CC=C2C2=CC1=C(N(C=N1)C)C=C2C(F)(F)F)F)NC(\C=C\CNC2CCC(CC2)OC)=O (E)-N-(2,6-difluoro-4-(8-(1-methyl-6-(trifluoromethyl)-1H-benzo[d]imidazol-5-yl)imidazo[1,2-a]pyridine-3-carbonyl)phenyl)-4-(((1r,4r)-4-methoxycyclohexyl)amino)but-2-enamide